2-(7-chloro-3-(2-fluoroprop-2-yl)-2-oxo-5-phenyl-2,3-dihydro-1H-benzo[e][1,4]diazepin-1-yl)acetic acid ClC1=CC2=C(N(C(C(N=C2C2=CC=CC=C2)C(C)(C)F)=O)CC(=O)O)C=C1